FC1=C(C(=CC(=C1)NC1CN(C1)CCCF)F)[C@@H]1N([C@H](CC2=C1NC1=CC(=CC=C21)F)C)CC(CO)(F)F 3-((1S,3S)-1-(2,6-difluoro-4-((1-(3-fluoropropyl)azetidin-3-yl)amino)phenyl)-7-fluoro-3-methyl-3,4-dihydro-1H-pyrido[3,4-b]indol-2(9H)-yl)-2,2-difluoropropan-1-ol